N-((E)-N'-((Z)-(4-(4-chlorophenyl)-3-phenyl-4,5-dihydro-1H-pyrazol-1-yl)(((4-(trifluoromethyl)phenyl)sulfonyl)imino)methyl)carbamoyl)acetamide ClC1=CC=C(C=C1)C1C(=NN(C1)\C(\NC(=O)NC(C)=O)=N/S(=O)(=O)C1=CC=C(C=C1)C(F)(F)F)C1=CC=CC=C1